N1=CC=C(C=C1)C(NC(=O)C=1C(NC(=CC1)C(F)(F)F)=O)C1=CC=NC=C1 N-(di(pyridin-4-yl)methyl)-2-oxo-6-(trifluoromethyl)-1,2-dihydropyridine-3-carboxamide